BrC1=NC=C(C(=C1)C1=C(C=NC(=C1)C)C(=O)NC=1SC(=NN1)O[C@H]1COCC1)OC(F)F (R)-2'-bromo-5'-(difluoromethoxy)-6-methyl-N-(5-((tetrahydrofuran-3-yl)oxy)-1,3,4-thiadiazol-2-yl)-(4,4'-bipyridine)-3-carboxamide